FC1=C(O[C@@H]2C=3N(CCC2)N=C(N3)NC3[C@H]2CN(C[C@@H]3CC2)C2=CN=NC(=C2)OC)C=CC(=C1)F (S)-8-(2,4-difluorophenoxy)-N-((1R,5S,8S)-3-(6-methoxypyridazin-4-yl)-3-azabicyclo[3.2.1]oct-8-yl)-5,6,7,8-tetrahydro-[1,2,4]triazolo[1,5-a]pyridin-2-amine